CC1=NOC(=C1C=1C=CC2=C(N=C(S2)NC(=O)[C@@H]2CN(CC2)C(=O)OC(C)(C)C)C1)C tert-butyl (S)-3-((5-(3,5-dimethylisoxazol-4-yl)benzo[d]thiazol-2-yl)carbamoyl)pyrrolidine-1-carboxylate